3-methoxy-N-((1r,4r)-4-(methyl-(piperidin-4-ylmethyl)amino)cyclohexyl)benzamide COC=1C=C(C(=O)NC2CCC(CC2)N(CC2CCNCC2)C)C=CC1